2-chloro-5-fluoro-3-(1-((1-fluorocyclopentyl)methyl)-1H-pyrazol-4-yl)-6-methoxypyridine ClC1=NC(=C(C=C1C=1C=NN(C1)CC1(CCCC1)F)F)OC